(R)-2-chloro-N-(6-(ethoxycarbamoyl)-5-(trifluoromethyl)pyridin-3-yl)-8-methyl-8-(trifluoroethyl)-7,8-dihydro-6H-pyrazolo[1,5-a]pyrrolo[2,3-e]pyrimidine-6-carboxamide ClC1=NN2C(N=CC3=C2[C@@](CN3C(=O)NC=3C=NC(=C(C3)C(F)(F)F)C(NOCC)=O)(CC(F)(F)F)C)=C1